COC=1C(=CC2=C(N=C(N=C2N[C@H](C)C2=C(C(=CC=C2)C(F)(F)F)C)C)N1)N1CC2(CN(C2)C(C)=O)C1 1-{6-[7-methoxy-2-methyl-4-({(1R)-1-[2-methyl-3-(trifluoromethyl)phenyl]ethyl}amino)pyrido[2,3-d]pyrimidin-6-yl]-2,6-diazaspiro[3.3]heptan-2-yl}ethan-1-one